5-morpholinylimidazo[1,2-b]pyridazine-3-carboxamide N1(CCOCC1)N1N2C(=CC=C1)N=CC2C(=O)N